C(CI)O Iodoethanol